ethyl 3-((4-methoxyphenyl)sulfonyl)-4-(4-methyl-1,4-diazepan-1-yl)quinoline-6-carboxylate COC1=CC=C(C=C1)S(=O)(=O)C=1C=NC2=CC=C(C=C2C1N1CCN(CCC1)C)C(=O)OCC